N-(4-(4-amino-5-(3-(dimethylamino)-4-((4-methylpyrimidin-2-yl)oxy)phenyl)-7-methyl-7H-pyrrolo[2,3-d]pyrimidin-6-yl)phenyl)methacrylamide NC=1C2=C(N=CN1)N(C(=C2C2=CC(=C(C=C2)OC2=NC=CC(=N2)C)N(C)C)C2=CC=C(C=C2)NC(C(=C)C)=O)C